BrC1=NN=C(S1)N1N=CC2=C(C=C(C=C12)S(=O)(=O)NC1(COC1)CF)N1CCN(CC1)C(C(C)C)=O 1-(5-bromo-1,3,4-thiadiazol-2-yl)-N-[3-(fluoromethyl)oxetan-3-yl]-4-[4-(2-methyl-propanoyl)piperazin-1-yl]indazole-6-sulfonamide